[Mo]=[Se].[Fe] iron molybdenum selenide